ClC=1C=C(C=2C=C3N(C(C(C=4C=CC=CC34)(C)C=C(F)F)=O)C2C1)Cl 9,11-dichloro-5-(2,2-difluorovinyl)-5-methylindolo[2,1-a]isoquinolin-6(5H)-one